C(=CCCCCC=CCC)C1=CC(=C(C=C1)O)OCC 4-(deca-1,7-dien-1-yl)-2-ethoxyphenol